tin niobium titanium ruthenium [Ru].[Ti].[Nb].[Sn]